[Na].S[C@H]1[C@H](O)[C@@H](O)[C@H](O)[C@H](O1)CO 1-Thio-beta-D-glucose sodium salt